1-(4-(7-(6-amino-3-(trifluoromethyl)pyridin-2-yl)-6-chloro-2-((1-(dimethylamino)propan-2-yl)oxy)quinazolin-4-yl)piperazin-1-yl)prop-2-en-1-one NC1=CC=C(C(=N1)C1=C(C=C2C(=NC(=NC2=C1)OC(CN(C)C)C)N1CCN(CC1)C(C=C)=O)Cl)C(F)(F)F